C(C)(C)C1=C(C=CC(=C1)C)OS(=O)(=O)C(F)(F)F trifluoromethanesulfonic acid (2-isopropyl-4-methyl-phenyl) ester